CC1=CC=C(C=C1)S(=O)(=O)NC(C(N)C1=CC=CC=C1)C1=CC=CC=C1 (+)-N-(4-toluenesulphonyl)-1,2-diphenylethylenediamine